2-(4-Chloro-8-((8-methyl-3,8-diazabicyclo[3.2.1]octan-3-yl)methyl)-5H-pyrido[4',3':4,5]pyrrolo[3,2-d]pyrimidin-5-yl)acetonitrile ClC=1C2=C(N=CN1)C1=C(N2CC#N)C=NC(=C1)CN1CC2CCC(C1)N2C